ClC=1C(=NC(=NC1)NC1=CC(=C(C=C1)N(CCN1CCCC1)C)OC)N1C=C(C2=CC=CC=C12)C(=O)N 1-(5-chloro-2-{3-methoxy-4-[methyl-(2-pyrrolidin-1-yl-ethyl)-amino]-phenylamino}-pyrimidin-4-yl)-1H-indole-3-carboxylic acid amide